2,2-diethoxyacetic acid ethyl ester C(C)OC(C(OCC)OCC)=O